9,10-difluoro-2-isopropyl-6,11-dihydrobenzo[5,6]thiepino[3,2-g]benzofuran-6-ol FC1=C(C2=C(C(C3=C(C4=C(C=C(O4)C(C)C)C=C3)SC2)O)C=C1)F